cyclohexyl ((S)-(((2S,3S,4R,5R)-5-(4-amino-2-oxopyrimidin-1(2H)-yl)-2,4-difluoro-3-hydroxy-4-methyltetrahydrofuran-2-yl)methoxy)(phenoxy)phosphoryl)-L-alaninate NC1=NC(N(C=C1)[C@H]1[C@]([C@@H]([C@@](O1)(F)CO[P@](=O)(OC1=CC=CC=C1)N[C@@H](C)C(=O)OC1CCCCC1)O)(C)F)=O